chloro-1-(2-(dimethylamino)-2-oxoethyl)-1H-pyrrolo[2,3-b]pyridine-4-carboxylic acid methyl ester COC(=O)C=1C2=C(N=CC1)N(C(=C2)Cl)CC(=O)N(C)C